2,4,6-trimethylbenzoyl diethyl phosphate P(=O)(OC(C1=C(C=C(C=C1C)C)C)=O)(OCC)OCC